potassium chloride, kalium salt [K+].[Cl-].[K+].[Cl-]